ClC=1C(=C(CN2C(CC(CC2)(C(=O)O)CC2=NC(=CC=C2F)NC2=NNC(=C2)C)C(F)(F)F)C=CC1)F 1-(3-chloro-2-fluorobenzyl)-4-((3-fluoro-6-((5-methyl-1H-pyrazol-3-yl)amino)pyridin-2-yl)methyl)-2-(trifluoromethyl)piperidine-4-carboxylic acid